ClC=1C=C(C=CC1Cl)[C@@H]1CN(CC[C@H]1N(C(C(F)(F)F)=O)C)C(=O)OC(C)(C)C |o1:8,13| tert-butyl (3R*,4R*)-3-(3,4-dichlorophenyl)-4-[methyl(trifluoroacetyl)amino]piperidine-1-carboxylate